3-[4-(trifluoromethyl)phenyl]-1,4-oxazinane FC(C1=CC=C(C=C1)C1COCCN1)(F)F